2-bromo-5-(trifluoromethyl)isonicotinonitrile BrC=1C=C(C#N)C(=CN1)C(F)(F)F